3-(3-((2-((2-cyclopropyl-4-(4-methylpiperazin-1-yl)phenyl)amino)-5-(difluoromethyl)pyrimidin-4-yl)amino)propyl)-1,3-oxazepan-2-one C1(CC1)C1=C(C=CC(=C1)N1CCN(CC1)C)NC1=NC=C(C(=N1)NCCCN1C(OCCCC1)=O)C(F)F